N-{6-[(5-cyclopropyl-1H-pyrazol-3-yl)amino]-5-methoxy-1,2-benzoxazol-3-yl}-4-(5,5-difluoro-1-methylpiperidin-3-yl)-2,6-dimethoxybenzene-1-sulfonamide C1(CC1)C1=CC(=NN1)NC1=CC2=C(C(=NO2)NS(=O)(=O)C2=C(C=C(C=C2OC)C2CN(CC(C2)(F)F)C)OC)C=C1OC